2-(4-Cyanobenzoyl)-6-p-toluenesulfonylamino-4(3H)-quinazolinone C(#N)C1=CC=C(C(=O)C2=NC3=CC=C(C=C3C(N2)=O)NS(=O)(=O)C2=CC=C(C)C=C2)C=C1